4-(3-Ethyl-4-methyl-5-oxo-4,5-dihydro-1H-1,2,4-triazol-1-yl)-5-fluoro-N-(3-methoxyphenyl)-2-[(2S)-pent-2-yloxy]benzamide C(C)C1=NN(C(N1C)=O)C1=CC(=C(C(=O)NC2=CC(=CC=C2)OC)C=C1F)O[C@@H](C)CCC